2-hydroxy-4-fluorobenzaldehyde OC1=C(C=O)C=CC(=C1)F